1-chloro-6-mercaptohexane ClCCCCCCS